4-(2-bromo-acetamido)-phenylalanine BrCC(=O)NC1=CC=C(C[C@H](N)C(=O)O)C=C1